C1(=CC=C(C=C1)C1=NOC(=N1)C(=O)OCC)C ethyl 3-(4-tolyl)-1,2,4-oxadiazole-5-carboxylate